3-methylpentanoic acid CC(CC(=O)O)CC